CC1=CC=C(C=N)C=C1 4-methylbenzylideneamine